NC=1C(=NC(=C(N1)C)C)C(=O)C12CC(C1)(C2)C(=O)OC methyl 3-(3-amino-5,6-dimethyl-pyrazine-2-carbonyl)bicyclo[1.1.1]pentane-1-carboxylate